FC1=C(C=C(C=C1)NC(=O)C1=C(N(C(=C1C)C(C(=O)NC12CC3(C[C@H](C[C@@H](C1)C3)C2)O)=O)CCO)C)C N-(4-fluoro-3-methylphenyl)-5-(2-(((1r,3s,5R,7S)-3-hydroxyadamantan-1-yl)amino)-2-oxoacetyl)-1-(2-hydroxyethyl)-2,4-dimethyl-1H-pyrrole-3-carboxamide